[(4S)-7-chloro-6-(3-fluoro-2-pyridyl)-4-methyl-8-(trifluoromethyl)-4H-imidazo[1,2-a][1,4]benzodiazepin-2-yl]-[3-(difluoromethyl)azetidin-1-yl]methanone ClC1=C(C=CC2=C1C(=N[C@H](C=1N2C=C(N1)C(=O)N1CC(C1)C(F)F)C)C1=NC=CC=C1F)C(F)(F)F